6-(tributylstannyl)pyridin-amide C(CCC)[Sn](C1=CC=CC(=N1)C(=O)N)(CCCC)CCCC